phthalamide C(C=1C(C(=O)N)=CC=CC1)(=O)N